ClC=1C=C(NC2(CCC3(C(CC4=CC=CC=C34)CCCOC3=C(C=CC=C3)Cl)CC2)C(=O)O)C=CC1 (1r,4r)-4-(3-chloroanilino)-2'-[3-(2-chlorophenoxy)propyl]-2',3'-dihydrospiro[cyclohexane-1,1'-indene]-4-carboxylic acid